3-amino-N-(2-{4-amino-6-oxa-2-azaspiro[4.5]decan-2-yl}-4-fluoro-5,6,7,8-tetrahydroquinolin-6-yl)-6-methylthieno[2,3-b]pyridine-2-carboxamide NC1=C(SC2=NC(=CC=C21)C)C(=O)NC2CC=1C(=CC(=NC1CC2)N2CC1(C(C2)N)OCCCC1)F